C(C)(C)(C)OC(NC[C@H](C)C1=CC=C(C=C1)C1=C(C=C(C(=C1)N)C)OC)=O (R)-(2-(5'-amino-2'-methoxy-4'-methyl-[1,1'-biphenyl]-4-yl)propyl)carbamic acid tert-butyl ester